FC1=C(OP(=O)(OC2=CC=CC=C2)N[C@@H](C)C(=O)OCC(CC)CC)C(=C(C(=C1F)F)F)F 2-ethylbutyl ((perfluorophenoxy)(phenoxy) phosphoryl)-L-alaninate